N-(4-aminophenyl)-4-methoxybenzenesulfonamide NC1=CC=C(C=C1)NS(=O)(=O)C1=CC=C(C=C1)OC